4-(4-fluorobenzyl)-2-(2-hydroxypropyl)-8,8-dimethyl-2,6,7,8-tetrahydro-1H-pyrrolo[2,3-e][1,2,4]triazolo[4,3-a]pyridin-1-one FC1=CC=C(CC=2C=3N(C4=C(C2)NCC4(C)C)C(N(N3)CC(C)O)=O)C=C1